2-(6,7-dihydro-4H-pyrazolo[5,1-c][1,4]oxazin-3-yl)-N-(5-((2-(2,2-dimethylpyrrolidin-1-yl)ethyl)carbamoyl)-2-methylpyridin-3-yl)pyrazolo[5,1-b]thiazole-7-carboxamide N1=CC(=C2COCCN21)C2=CN1C(S2)=C(C=N1)C(=O)NC=1C(=NC=C(C1)C(NCCN1C(CCC1)(C)C)=O)C